N-(6-amino-5-methyl-3-pyridyl)-2-oxo-2-[2-[3-(trifluoromethyl)-1-bicyclo[1.1.1]pentanyl]-1-piperidyl]acetamide NC1=C(C=C(C=N1)NC(C(N1C(CCCC1)C12CC(C1)(C2)C(F)(F)F)=O)=O)C